aminoacetonitrile hydrochloride salt Cl.NCC#N